(3,5-difluoro-2-pyridyl)-[5-(trifluoromethyl)-2-[4-(trifluoromethyl)phenyl]pyrazol-3-yl]methanol FC=1C(=NC=C(C1)F)C(O)C=1N(N=C(C1)C(F)(F)F)C1=CC=C(C=C1)C(F)(F)F